2-(4-cyano-3-methoxyphenyl)-7,8-dihydropyrido[4,3-d]pyrimidine C(#N)C1=C(C=C(C=C1)C=1N=CC2=C(N1)CCN=C2)OC